C[Si](C1=CC=C(C=C1)CC#N)(C)C p-trimethylsilyl-phenylacetonitrile